C(C1=CC=CC=C1)N1CCN(CC1)CCOC=1N=C(C2=C(N1)C(=C(N=C2)Cl)F)N2CC1CCC(C2)N1C(=O)OC(C)(C)C tert-butyl 3-(2-(2-(4-benzylpiperazin-1-yl) ethoxy)-7-chloro-8-fluoropyrido[4,3-d]pyrimidin-4-yl)-3,8-diazabicyclo[3.2.1]octane-8-carboxylate